neodymium iron boron alloyl-gallium indium tin [Sn].[In].C(C=C)(=O)[Ga].[B].[Fe].[Nd]